C([C@@H](C(=O)C(=O)[O-])O)O The molecule is a hydroxy monocarboxylic acid anion that is the conjugate base of (S)-3,4-dihydroxy-2-oxobutanoic acid, obtained by deprotonation of the carboxy group; major species at pH 7.3. It is a hydroxy monocarboxylic acid anion and a 2-oxo monocarboxylic acid anion. It is a conjugate base of a (S)-3,4-dihydroxy-2-oxobutanoic acid. It is an enantiomer of a (R)-3,4-dihydroxy-2-oxobutanoate.